N-hydroxy-5-(2-((6-methylbenzo[d]thiazol-2-yl)amino)acetamido)pentanamide ONC(CCCCNC(CNC=1SC2=C(N1)C=CC(=C2)C)=O)=O